FC1=C(C=C(C(=C1F)F)F)S(=O)(=O)N(C)C 2,3,4,5-tetrafluoro-N,N-dimethylbenzenesulfonamide